N-((cis)-1-(5-bromopyridin-2-yl)-3-fluoropiperidin-4-yl)acetamide BrC=1C=CC(=NC1)N1C[C@H]([C@H](CC1)NC(C)=O)F